C(C=CCCCCCCCCCCCCCCCCC)(=O)OC[C@@H](OC(C=CCCCCCCCCCCCCCCCCC)=O)CO 1,2-dieicosenoyl-sn-glycerol